7-(4-tert-butyl-2-naphthyl)-4-fluoro-2-iodo-3-methyl-thieno[2,3-c]pyridine C(C)(C)(C)C1=CC(=CC2=CC=CC=C12)C=1N=CC(=C2C1SC(=C2C)I)F